4-Methyl-N-[4-(1-methyl-piperidin-4-yl)-phenyl]-3-(4-pyridin-3-yl-pyrimidin-2-ylamino)-benzamide CC1=C(C=C(C(=O)NC2=CC=C(C=C2)C2CCN(CC2)C)C=C1)NC1=NC=CC(=N1)C=1C=NC=CC1